C=CCCCCCCCC cis-decene